C(#N)C1=C(C=C(C=N1)N1C(N(C(C1=O)(C)C)CCC(=O)SC(C)C)=S)OC S-isopropyl 3-(3-(6-cyano-5-methoxypyridin-3-yl)-5,5-dimethyl-4-oxo-2-thioxoimidazolidin-1-yl)thiopropanoate